(2-(2,5-dimethyl-1H-pyrrol-1-yl)-7-fluoro-[1,2,4]triazolo[1,5-a]pyridin-6-yl)boronic acid CC=1N(C(=CC1)C)C1=NN2C(C=C(C(=C2)B(O)O)F)=N1